(4-(trifluoromethyl)-4,5,6,7-tetrahydropyrazolo[1,5-a]pyridin-2-yl)methyl ((2-(2,6-dioxopiperidin-3-yl)-4-fluoro-3-oxoisoindolin-5-yl)methyl)carbamate O=C1NC(CCC1N1CC2=CC=C(C(=C2C1=O)F)CNC(OCC1=NN2C(C(CCC2)C(F)(F)F)=C1)=O)=O